dinonyl pimelate C(CCCCCC(=O)OCCCCCCCCC)(=O)OCCCCCCCCC